N1CC2(C3=CC(=CC=C13)C(=O)[O-])CC(CCC2)C(=O)[O-] dihydrospiro[cyclohexane-1,3'-indole]-3,5'-dicarboxylate